4-((6-cyanoquinolin-4-yl)amino)-N-(4-(pyridin-4-yloxy)phenyl)benzamide C(#N)C=1C=C2C(=CC=NC2=CC1)NC1=CC=C(C(=O)NC2=CC=C(C=C2)OC2=CC=NC=C2)C=C1